Cbz-chlorine C(=O)(OCC1=CC=CC=C1)Cl